cis-4-methoxy-5-[1-(3-methoxypropyl)-8-(methylamino)-2-oxo-8-phenyl-1,3-diazaspiro[4.5]decan-3-yl]pyrimidine-2-carbonitrile COC1=NC(=NC=C1N1C(N(C2(C1)CCC(CC2)(C2=CC=CC=C2)NC)CCCOC)=O)C#N